C(C)OC(=O)C=1NC=C(C1C#CC1=CC=C(C=C1)C)C(=O)OCC 3-((4-Methylphenyl)ethynyl)-1H-pyrrole-2,4-dicarboxylic acid diethyl ester